NC1=NC=C(C2=C1C(=C(N2C)C2=CC=C(C=C2)NC(C(=C)F)=O)C2=CC(=C(C(=O)NCC(F)(F)F)C=C2)F)C#CCOC2CNC2 4-{4-amino-7-[3-(azetidin-3-yloxy)prop-1-ynyl]-2-{4-[(2-fluoroacrylamido)]phenyl}-1-methylpyrrolo[3,2-c]pyridin-3-yl}-2-fluoro-N-(2,2,2-trifluoroethyl)benzamide